COC(=O)C1=NC=C2N=C3C=CC=CC3=C2C1 4H-beta-carboline-3-carboxylic acid methyl ester